(R)-2-(4-(3-Methylmorpholinyl)-2-(1H-pyrrolo[2,3-b]pyridin-4-yl)thieno[3,2-d]pyrimidine-7-yl)-1,1-dioxoisothiazolidine C[C@H]1N(CCOC1)C=1C2=C(N=C(N1)C1=C3C(=NC=C1)NC=C3)C(=CS2)N2S(CCC2)(=O)=O